CS(=O)(=O)C1=CC=C(C(=O)NC=2SC(=CN2)[N+](=O)[O-])C=C1 4-(Methylsulfonyl)-N-(5-nitrothiazol-2-yl)benzamide